3-(((4,7-bis((hydroxy(hydroxymethyl)phosphoryl)-methyl)-1,4,7-triazonan-1-yl)methyl)(hydroxy)phosphoryl)propanoic acid OP(=O)(CO)CN1CCN(CCN(CC1)CP(=O)(O)CO)CP(=O)(O)CCC(=O)O